2-(5-amino-2-(furan-2-yl)-7H-pyrazolo[4,3-e][1,2,4]triazolo[1,5-c]pyrimidin-7-yl)-N-(2-methoxyethyl)-2-phenylpropanamide NC1=NC2=C(C=3N1N=C(N3)C=3OC=CC3)C=NN2C(C(=O)NCCOC)(C)C2=CC=CC=C2